The molecule is an unsaturated fatty acyl-CoA that results from the formal condensation of the thiol group of coenzyme A with the carboxy group of arachidononic acid. It is an unsaturated fatty acyl-CoA, an arachidonoyl bioconjugate, a bioconjugate and an arachidonic acid. It is a conjugate acid of an arachidonoyl-CoA(4-). CCCCC/C=C\\C/C=C\\C/C=C\\C/C=C\\CCCC(=O)SCCNC(=O)CCNC(=O)[C@@H](C(C)(C)COP(=O)(O)OP(=O)(O)OC[C@@H]1[C@H]([C@H]([C@@H](O1)N2C=NC3=C(N=CN=C32)N)O)OP(=O)(O)O)O